CN(CCCC(=O)OCCCCCCCCCCCCCCC)CCCNCCCC(OCCCCCCCCCCCCCCC)=O Pentadecyl 4-(methyl(3-(4-oxo-4-(pentadecyloxy) butylamino)propyl)amino)Butanoate